benzyl(11-(2-((2-((tert-butoxycarbonyl)amino)ethyl)amino)-2-oxoethyl)-2,2-dimethyl-4,9-dioxo-3-oxa-5,8,11-triazatridecan-13-yl) carbamate C(N)(OC(CN(CC(NCCNC(OC(C)(C)C)=O)=O)CC(=O)NCCNC(=O)OC(C)(C)C)CC1=CC=CC=C1)=O